N-(3-hydroxybutyl)methacrylamide OC(CCNC(C(=C)C)=O)C